5-((5Z,8Z,11Z,14Z,17Z)-icosa-5,8,11,14,17-pentaen-1-yl)-13,13-dimethyl-11-(octyloxy)-12,14-dioxa-5-aza-13-siladocosan-1-ol C(CCC\C=C/C\C=C/C\C=C/C\C=C/C\C=C/CC)N(CCCCO)CCCCCC(O[Si](OCCCCCCCC)(C)C)OCCCCCCCC